1,3-dioxo-1H-benzisoquinoline O=C1NC(CC2=CC=C3C(=C12)C=CC=C3)=O